2,4-dihydroxynaphthaleneethanone OC1=C(C2=CC=CC=C2C(=C1)O)CC=O